7-((cis)-4-(4-methylpiperazin-1-yl)cyclohexyl)-5-(4-phenoxyphenyl)-7H-pyrrolo[2,3-d]pyrimidin-4-amine CN1CCN(CC1)[C@H]1CC[C@H](CC1)N1C=C(C2=C1N=CN=C2N)C2=CC=C(C=C2)OC2=CC=CC=C2